COC=1C=C(C=CC1)N(C(CCC=C)=O)C N-(3-methoxyphenyl)-N-methylpent-4-enamide